COC1=CC2=C(C(C(N(CC2)S(=O)(=O)CC2=CC=CC=C2)C)=O)C=C1 7-methoxy-2-methyl-3-toluenesulfonyl-2,3,4,5-tetrahydro-1H-benzo[d]azepin-1-one